C(C)(C)(C)OC(=O)N[C@H](C(=O)O)CC1=C(C=CC=C1)Cl (S)-2-(tertbutoxycarbonylamino)3-(2-chlorophenyl)propanoic acid